Methylimidazolium bromide C[N+]1=CNC=C1.[Br-]